BrC1=C(C(=C2C(=NC(=NC2=C1F)Cl)N1CC2(CCC(C1)N2C(=O)OC(C)(C)C)C)OC)F tert-butyl 3-(7-bromo-2-chloro-6,8-difluoro-5-methoxyquinazolin-4-yl)-1-methyl-3,8-diazabicyclo[3.2.1]octane-8-carboxylate